di(2-ethylhexyl)dithiophosphoric acid CCCCC(CC)COP(=S)(OCC(CC)CCCC)S